2-[(3S)-1-[2,6-difluoro-4-(2-isopropylsulfanyl-3-pyridyl)phenyl]pyrrolidin-3-yl]acetic acid FC1=C(C(=CC(=C1)C=1C(=NC=CC1)SC(C)C)F)N1C[C@@H](CC1)CC(=O)O